2-(5-(2-(2-cyclopropylpyridin-3-yl)-4-fluorophenoxy)pyrimidin-4-yl)-2,6-diazaspiro[3.3]heptane C1(CC1)C1=NC=CC=C1C1=C(OC=2C(=NC=NC2)N2CC3(C2)CNC3)C=CC(=C1)F